N-benzyl-4-(trifluoromethyl)benzamide C(C1=CC=CC=C1)NC(C1=CC=C(C=C1)C(F)(F)F)=O